5-(3-chloroimidazo[1,2-a]pyrimidin-6-yl)-N-(trans-3-(2-methoxyethoxy)cyclobutyl)pyrrolo[2,1-f][1,2,4]triazin-2-amine ClC1=CN=C2N1C=C(C=N2)C=2C=CN1N=C(N=CC12)N[C@@H]1C[C@H](C1)OCCOC